(R)-N-(1-(3-(difluoromethyl)-2-fluorophenyl)ethyl)-6-(1-(difluoro-methyl)cyclopropyl)pyrido[3,4-d]pyrimidin-4-amine FC(C=1C(=C(C=CC1)[C@@H](C)NC=1C2=C(N=CN1)C=NC(=C2)C2(CC2)C(F)F)F)F